methyl 1-hydroxy-7-methyl-1,4a,5,6,7,7a-hexahydrocyclopenta[c]pyran-4-carboxylate OC1OC=C(C2C1C(CC2)C)C(=O)OC